COC1=CC=C(C=C1)C=1C(=CC=CC1)S(=O)(=O)C1=CC=C(C=C1)NC(=O)NCC1=CC=NC=C1 1-[4-(4'-Methoxy-biphenyl-2-sulfonyl)-phenyl]-3-pyridin-4-ylmethyl-urea